tert-butyl 2,5-dioxo-2,5-dihydro-1H-pyrrole-1-carboxylate O=C1N(C(C=C1)=O)C(=O)OC(C)(C)C